FC=1C(=NC(=NC1)NC=1C=NC(=CC1)C1=CN=CO1)C1=CNC2=C(C=CC=C12)NC([C@@H](COC)N1CCN(CC1)C)=O (R)-N-(3-(5-fluoro-2-((6-(oxazol-5-yl)pyridin-3-yl)amino)pyrimidin-4-yl)-1H-indol-7-yl)-3-methoxy-2-(4-methylpiperazin-1-yl)propanamide